tetrahydro-2,5-thiophenedicarboxylic acid S1C(CCC1C(=O)O)C(=O)O